Cl.CN(CCCS(=O)(=O)Cl)C 3-(dimethylamino)-1-propanesulfonyl chloride hydrochloride